((4-methoxybenzyl)oxy)pyridine COC1=CC=C(COC2=NC=CC=C2)C=C1